(+)-(S)-alpha-(2-chlorophenyl)-6,7-dihydrothieno[3,2-c]pyridine-5(4H)-acetic acid methyl ester hydrogen sulfate salt S(=O)(=O)(O)O.COC([C@@H](N1CC2=C(CC1)SC=C2)C2=C(C=CC=C2)Cl)=O